CC=1N=C(C2=C(N1)SC=C2C2=CC=CC=C2)N2CCN(CC2)CC=2C=C1CN(C(C1=CC2)=O)C2C(NC(CC2)=O)=O 3-(5-((4-(2-methyl-5-phenylthieno[2,3-d]pyrimidin-4-yl)piperazin-1-yl)methyl)-1-oxoisoindolin-2-yl)piperidine-2,6-dione